F[C@H]1CN(CC[C@H]1NC1=C2C=C(N(C2=CC=C1)CC(F)(F)F)C1=NOC(=N1)CNC(=O)C=1SC(=CC1)C1(CC1)COC)C N-{[3-(4-{[(3S,4R)-3-fluoro-1-methylpiperidin-4-yl]amino}-1-(2,2,2-trifluoroethyl)-1H-indol-2-yl)-1,2,4-oxadiazol-5-yl]methyl}-5-[1-(methoxymethyl)cyclopropyl]thiophene-2-carboxamide